N1N=CC=C1C1=NC=CC=C1CN (2-(1H-pyrazol-5-yl)pyridin-3-yl)methanamine